FC1(C(CNC1)O)F 4,4-difluoro-pyrrolidin-3-ol